P(=O)(O)(O)O[C@]1([C@@H](O[C@@H]([C@H]1O)CO)N1C(=O)N=C(N)C=C1)C phospho-2'-methylcytidine